5-(N,N-DIMETHYLSULFAMOYL)-2-METHYLPHENYLBORONIC ACID CN(S(=O)(=O)C=1C=CC(=C(C1)B(O)O)C)C